2-(2-methylthiophen-3-yl)[1,2,4]triazolo[1,5-c]quinazolin CC=1SC=CC1C1=NN2C=NC=3C=CC=CC3C2=N1